BrC1=CN=C(N1C)C(=O)NC1=CC(=C(C(=O)N2CCC(CC2)C(=O)OC(C)(C)C)C=C1)Cl tert-butyl 1-[4-[(5-bromo-1-methyl-imidazole-2-carbonyl)amino]-2-chloro-benzoyl]piperidine-4-carboxylate